CC1(C2(CN(C2)C(=O)OCC2=C(C=CC(=C2)[N+](=O)[O-])N2CCNCC2)CCNC1)C (5-Nitro-2-(piperazin-1-yl)phenyl)methanol 5,5-dimethyl-2,7-diazaspiro[3.5]nonane-2-carboxylate